3-butoxypropylamine C(CCC)OCCCN